[W].[Re].[W] tungsten rhenium-tungsten